C(C)(C)(C)OC(=O)NC[C@H]1N2C(N([C@H](C=C1C)C2)O[C@H](C(=O)OCC)F)=O ethyl (2S)-2-(((2S,5R)-2-(((tert-butoxycarbonyl)-amino)methyl)-3-methyl-7-oxo-1,6-diazabicyclo[3.2.1]oct-3-en-6-yl)oxy)-2-fluoroacetate